(S)-5-formyl-2-(3'-(3-((3-hydroxypyrrolidin-1-yl)methyl)imidazo[1,2-a]pyrazin-8-ylamino)-2,2'-dimethylbiphenyl-3-yl)benzo[d]oxazole-7-carbonitrile C(=O)C=1C=C(C2=C(N=C(O2)C=2C(=C(C=CC2)C2=C(C(=CC=C2)NC=2C=3N(C=CN2)C(=CN3)CN3C[C@H](CC3)O)C)C)C1)C#N